tert-butyl 4-((N-(4-(1,3,2-dithiarsolan-2-yl)phenyl)-2-benzyl-2H-tetrazole-5-carboxamido)methyl)piperidine-1-carboxylate S1[As](SCC1)C1=CC=C(C=C1)N(C(=O)C=1N=NN(N1)CC1=CC=CC=C1)CC1CCN(CC1)C(=O)OC(C)(C)C